CN(CCOC1=CC=C(C(=O)NC2=C3C=CN=CC3=CC(=C2)OC)C=C1)C 4-[2-(dimethylamino)ethoxy]-N-(7-methoxyisoquinolin-5-yl)benzamide